C(C)C(CN)C(C(C(C(C(C(CN)CC)CC)CC)CC)CC)CC 2,3,4,5,6,7,8-heptaethyl-1,9-nonanediamine